4-(4,4,5,5-tetramethyl-1,3,2-dioxaborolan-2-yl)-1H-pyrazole-1-carboxamide CC1(OB(OC1(C)C)C=1C=NN(C1)C(=O)N)C